phenyl (6-(1-methyl-1H-pyrazol-4-yl)isoquinolin-3-yl)carbamate CN1N=CC(=C1)C=1C=C2C=C(N=CC2=CC1)NC(OC1=CC=CC=C1)=O